ClC=1N=C(N=NC1C#N)N1C2C(CC(C1)C2)N2C(N(CC2)C2=CC=CC=C2)=O 5-chloro-3-(6-(2-oxo-3-phenylimidazolin-1-yl)-2-azabicyclo[2.2.1]heptan-2-yl)-1,2,4-triazin-6-carbonitrile